8-bromo-N-[(5-chloro-1H-benzimidazol-2-yl)methyl]-2-methylsulfinyl-pyrazolo[1,5-a][1,3,5]triazin-4-amine BrC=1C=NN2C1N=C(N=C2NCC2=NC1=C(N2)C=CC(=C1)Cl)S(=O)C